(4-cyclopropyl-6-methoxypyrimidin-5-yl)-8-(2,4-dimethoxybenzyl)-1-methyl-1,8-dihydropyrazolo[4',3':4,5]pyrrolo[2,3-d]pyrimidine C1(CC1)C1=NC=NC(=C1C1=NN(C2=C1C=1C(=NC=NC1)N2CC2=C(C=C(C=C2)OC)OC)C)OC